tert-butyl 2-methyl-3-(4,4,5,5-tetramethyl-1,3,2-dioxaborolan-2-yl)-1H-indole-1-carboxylate CC=1N(C2=CC=CC=C2C1B1OC(C(O1)(C)C)(C)C)C(=O)OC(C)(C)C